C(C)N(CC=O)C1=CC=CC=C1 2-[ETHYL(PHENYL)AMINO]ACETALDEHYDE